C1(CCCCC1)[NH2+]C1CCCCC1.[N+](=O)([O-])C1=C(C=CC=C1)S(=O)N[C@@H](C)C(=O)[O-] N-2-nitrobenzenesulfinyl-L-alanine dicyclohexylammonium salt